C(=O)N(C=O)CC(C=1C=NC=CC1)=O N-formyl-N-(2-oxo-2-(pyridin-3-yl)ethyl)carboxamide